tert-butyl(7-bromo-1,3-dihydroisobenzofuran-4-yl)carbamate C(C)(C)(C)OC(NC1=C2COCC2=C(C=C1)Br)=O